Tert-butyl N-[3-[3-[1-(2,6-dioxo-3-piperidyl)-3-methyl-2-oxo-benzimidazol-4-yl]propoxy] cyclobutyl]-N-methyl-carbamate O=C1NC(CCC1N1C(N(C2=C1C=CC=C2CCCOC2CC(C2)N(C(OC(C)(C)C)=O)C)C)=O)=O